5-[5-(6-methoxynaphthalen-2-yl)-3,4-dihydro-2H-pyrazol-3-yl]-1-oxo-3H-isoindol-2-ylpiperidine-2,6-dione COC=1C=C2C=CC(=CC2=CC1)C=1CC(NN1)C=1C=C2CN(C(C2=CC1)=O)N1C(CCCC1=O)=O